CC1=NC2=CC=C(C=C2C(N1C1C(NC(CC1)=O)=O)=O)NCC1=CC=C(C=C1)CN1CCOCC1 3-(2-methyl-6-((4-(morpholinomethyl)benzyl)amino)-4-oxoquinazolin-3(4H)-yl)piperidine-2,6-dione